C[C@]12CC(C[C@](CC1)(N2)C)N(C2=CC=C(N=N2)C2=C(C=C(C=C2F)C2=NC=NC(=C2)OC)O)C 2-(6-(((1R,3s,5S)-1,5-dimethyl-8-azabicyclo[3.2.1]octan-3-yl)(methyl)amino)pyridazin-3-yl)-3-fluoro-5-(6-methoxypyrimidin-4-yl)phenol